COC1=CC=C(C=N1)CNC 1-(6-methoxypyridin-3-yl)-N-methylmethylamine